methyl-6-(4-(5'-(4-chloro-3-fluorophenyl)-5',6'-dihydrospiro[cyclopentane-1,7'-pyrrolo[2,3-b]pyrazine]-2'-carbonyl)-3,3-dimethylpiperazin-1-yl)-2,4-dimethylnicotinic acid CC=1C(=NC(=C(C(=O)O)C1C)C)N1CC(N(CC1)C(=O)C=1N=C2C(=NC1)N(CC21CCCC1)C1=CC(=C(C=C1)Cl)F)(C)C